Cl.C(C1=CC=CC=C1)N1CCC(CC1)CC([InH2])CCC(C(CCC)OC)OC 1-benzyl-4-[(5,6-dimethoxyindanon-2-yl)methyl]piperidine hydrochloride